COC1=CC=C(C=C1)COCCCCN1N=NC2=C1C=CC(=C2C)CCC(=O)[O-] 3-[1-[4-[(4-methoxyphenyl)methoxy]butyl]-4-methyl-benzotriazol-5-yl]propanoate